4,4'-(3-oxapentane-1,5-diylbis(sulfanediyl))bis(4-methylpentan-2-one) C(COCCSC(CC(C)=O)(C)C)SC(CC(C)=O)(C)C